C(C)C1=CC(=C2C=C(CN(C2=C1)C)C)O 7-Ethyl-5-hydroxy-1,3-dimethylquinolin